(E)-N-(2-methoxy-5-(4-(4-(4-oxopent-2-enoyl)piperazin-1-yl)quinolin-6-yl)pyridin-3-yl)-2,4-dimethylthiazole-5-sulfonamide COC1=NC=C(C=C1NS(=O)(=O)C1=C(N=C(S1)C)C)C=1C=C2C(=CC=NC2=CC1)N1CCN(CC1)C(\C=C\C(C)=O)=O